8-bromo-N,N-dimethyl-2-morpholino-4-oxo-4H-chromene-6-carboxamide BrC=1C=C(C=C2C(C=C(OC12)N1CCOCC1)=O)C(=O)N(C)C